C(C)(=O)N1CCC(CC1)NC1=CC=C2C3(CN(C(C2=C1)=O)CC(CN1CC2=C(CC1)SC=C2)O)CC3 7'-((1-acetylpiperidin-4-yl)amino)-2'-(3-(6,7-dihydrothieno[3,2-c]pyridin-5(4H)-yl)-2-hydroxypropyl)-2',3'-dihydro-1'H-spiro[cyclopropane-1,4'-isoquinolin]-1'-one